7-bromo-4-(trifluoromethyl)benzo[d]oxazole-2-thiol BrC1=CC=C(C=2N=C(OC21)S)C(F)(F)F